CN1CCC(CC1)CNC=1N=CC2=C(N1)NC=C2C2=CC=1N(C=C2)N=CC1C(=O)N[C@@H](C(F)(F)F)C (R)-5-(2-(((1-methylpiperidin-4-yl)methyl)amino)-7H-pyrrolo[2,3-d]pyrimidin-5-yl)-N-(1,1,1-trifluoropropan-2-yl)pyrazolo[1,5-a]pyridine-3-carboxamide